CC1(C[C@@H](NC1)C#CC=1C=NC=CC1C1=C(C=2C(NCCC2N1)=O)NC1=C(C(=CC=C1)F)OC)C 2-(3-{2-[(2R)-4,4-dimethylpyrrolidin-2-yl]ethynyl}pyridin-4-yl)-3-[(3-fluoro-2-methoxyphenyl)amino]-1H,5H,6H,7H-pyrrolo[3,2-c]pyridin-4-one